triacontyl oleate C(CCCCCCC\C=C/CCCCCCCC)(=O)OCCCCCCCCCCCCCCCCCCCCCCCCCCCCCC